bishydroxy disulfide OSSO